FC1=CC=C(C=C1)C(C1=C(N)C(=CC(=C1)C)C)C1=CC=C(C=C1)F 2-bis(p-fluorophenyl)methyl-4,6-dimethylaniline